tert-butyl 2-(2,3-dihydro-1H-pyrrolo[1,2-a]indole-9-carbonyl)-6,6-difluoro-2,8-diazaspiro[4.5]decane-8-carboxylate C1CCN2C1=C(C=1C=CC=CC21)C(=O)N2CC1(CC2)C(CN(CC1)C(=O)OC(C)(C)C)(F)F